COC1=C(C=C(C=C1)OC1=CC(=CC=C1)C(F)(F)F)NC(=O)C1NC(C1)=O N-(2-Methoxy-5-(3-(trifluoromethyl)phenoxy)phenyl)-4-oxoazetidine-2-carboxamide